(3-fluorooxetan-3-yl)methyl 4-methylbenzenesulfonate CC1=CC=C(C=C1)S(=O)(=O)OCC1(COC1)F